methyl 2-(3-fluoropyridin-2-yl)-3-hydroxypropanoate FC=1C(=NC=CC1)C(C(=O)OC)CO